O1C=C(C=C1)C1=NC(=C2N=CN(C2=N1)[C@H]1[C@@H]([C@@H]([C@H](O1)C(=O)NC([2H])([2H])[2H])O)O)NC([2H])([2H])[2H] (2s,3s,4r,5r)-5-(2-(furan-3-yl)-6-((methyl-d3)amino)-9H-purin-9-yl)-3,4-dihydroxy-N-(methyl-d3)tetrahydrofuran-2-carboxamide